IC1=NN(C2=CC=C(C=C12)O)C1OCCCC1 3-iodo-1-tetrahydropyran-2-yl-indazol-5-ol